C(=O)N1C=2C(NC(=NC2NC[C@@H]1CNC1=CC=C(C(N[C@@H](CCC(=O)O)C(=O)O)=O)C=C1)N)=O.C1(=CC=CC2=CC=CC=C12)NC1(CC=C(C=C1)NC1=CC=CC2=CC=CC=C12)C1=CC=CC=C1 1,4-bis[(1-naphthyl)-amino]biphenyl [6S]-5-formyltetrahydrofolate